6-(2-amino-3,3,3-trifluoropropoxy)-N-(6-chloropyridin-3-yl)isoquinolin-1-amine NC(COC=1C=C2C=CN=C(C2=CC1)NC=1C=NC(=CC1)Cl)C(F)(F)F